3-((6-(1,5-Dimethyl-6-oxo-1,6-dihydropyridin-3-yl)-1-methyl-2-oxo-1,2,3,4-tetrahydroquinolin-7-yl)amino)phthalic acid dimethyl ester COC(C=1C(C(=O)OC)=C(C=CC1)NC1=C(C=C2CCC(N(C2=C1)C)=O)C1=CN(C(C(=C1)C)=O)C)=O